2-(2-((4-(6-(3-Hydroxylphenyl)imidazo[2,1-b]oxazol-5-yl)pyrimidin-2-yl)amino)ethyl)-6-methyl-1,2,6-thiadiazinan-1,1-dioxid OC=1C=C(C=CC1)C=1N=C2OC=CN2C1C1=NC(=NC=C1)NCCN1S(N(CCC1)C)(=O)=O